(2-amino-5-(pyridin-3-yl)phenyl)dimethylphosphine oxide NC1=C(C=C(C=C1)C=1C=NC=CC1)P(C)(C)=O